[6-(5-cyclopropyl-4H-1,2,4-triazol-3-yl)-2-azaspiro[3.3]heptan-2-yl]-[7-[2-fluoro-4-(trifluoromethyl)phenyl]sulfonyl-2,7-diazaspiro[3.5]nonan-2-yl]methanone C1(CC1)C=1NC(=NN1)C1CC2(CN(C2)C(=O)N2CC3(C2)CCN(CC3)S(=O)(=O)C3=C(C=C(C=C3)C(F)(F)F)F)C1